tert-butyl 1-((2-methoxy ethoxy)methyl)-3-azabicyclo[3.2.1]octane-3-carboxylate COCCOCC12CN(CC(CC1)C2)C(=O)OC(C)(C)C